C(C1=CC=CC=C1)[C@@H]1CN(CCN1)C=1N=C(NC(C1Cl)=O)C1=CC=NC=C1 4-[(3R)-3-benzylpiperazin-1-yl]-5-chloro-2-(4-pyridinyl)-1H-pyrimidin-6-one